racemic-2-benzyloxycyclopentanone C(C1=CC=CC=C1)O[C@H]1C(CCC1)=O |r|